4,4'-dihydroxytetraphenylmethane C1=CC=C(C=C1)C(C2=CC=CC=C2)(C3=CC=C(C=C3)O)C4=CC=C(C=C4)O